(3-chloro-4-(4-(2-(tetrahydrofuran-3-yl)pyridin-4-yl)thiophen-2-yl)phenyl)(4-hydroxypiperidin-1-yl)methanone ClC=1C=C(C=CC1C=1SC=C(C1)C1=CC(=NC=C1)C1COCC1)C(=O)N1CCC(CC1)O